FC1=C(C=CC=2C(=C(CCOC21)C2=CC=C1CCNC1=C2)C2=CC=C(C=C2)O[C@@H]2CN(CC2)CCCF)O 9-Fluoro-5-[4-[(3S)-1-(3-fluoropropyl)pyrrolidin-3-yl]oxyphenyl]-4-indolin-6-yl-2,3-dihydro-1-benzoxepin-8-ol